NC1=CC(=NC=C1)OCCS(=O)(C)=NC([O-])=O ((2-((4-Aminopyridin-2-yl)oxy)ethyl)(methyl)(oxo)-λ6-sulfanylidene)carbamate